methyl 2-oxo-2,3-dihydro-1H-imidazole-4-carboxylate O=C1NC=C(N1)C(=O)OC